3-(3-(difluoromethoxy)-5-fluoropyridin-2-yl)-3-methoxy-5,5-dimethyl-6-oxocyclohex-1-enecarbonitrile FC(OC=1C(=NC=C(C1)F)C1(C=C(C(C(C1)(C)C)=O)C#N)OC)F